BrC=1C=C(CN(S(=O)(=O)C2=CC=C(C=C2)NC(=O)NCC2=CC=NC=C2)CC2=CC=C(C=C2)F)C=CC1 N-(3-bromobenzyl)-N-(4-fluorobenzyl)-4-(3-(pyridin-4-ylmethyl)ureido)benzenesulfonamide